OC1=C(C(=N)N)C=CC(=C1)N1C=NC(=C1)CSC1=CC=CC=C1 hydroxy-4-(4-((phenylsulfanyl)methyl)-1H-imidazol-1-yl)benzamidine